F[P-](F)(F)(F)(F)F.C1(C=CC=C1)[Fe+] cyclopentadienyl-iron (II) hexafluorophosphate